C1(CC1)C1=C(C=CC(=C1)OC)C=1N(C(C2=C(N1)SC1=C2C=CC(=C1O)C(=O)O)=O)CC1=CN=CO1 2-(2-cyclopropyl-4-methoxyphenyl)-8-hydroxy-3-(oxazol-5-ylmethyl)-4-oxo-3,4-dihydrobenzo[4,5]thieno[2,3-d]pyrimidine-7-carboxylic acid